(7s,8r) or (7r,8s)-2-chloro-7-ethyl-8-methyl-7,8-dihydro-5H-pyrano[4,3-b]pyridin-5-one ClC1=CC=C2C(=N1)[C@H]([C@@H](OC2=O)CC)C |o1:7,8|